CC1NC2(NC1)CCCCC2 2-methyl-1,4-diaza-spiro[4.5]decane